1-benzyl-6-(pent-4-en-1-yl)pyridin-2(1H)-one C(C1=CC=CC=C1)N1C(C=CC=C1CCCC=C)=O